[I-].FC1=C(/C=C/C2=[N+](C3=CC=CC=C3C=C2)C)C(=C(C(=C1F)O)F)F (E)-2-(2,3,5,6-Tetrafluoro-4-hydroxystyryl)-1-methylquinolinium iodide